The molecule is a cysteine derivative obtained by formal condensation between N-butyl-L-cysteinamide and 2-thienylacetic acid. It is a member of thiophenes, a monocarboxylic acid amide and a L-cysteine derivative. CCCCNC(=O)[C@H](CS)NC(=O)CC1=CC=CS1